NC1=CC=C(C=C1)CC(N[C@H](C(NCCCC[C@H](NC(N[C@@H](CCC(=O)OC(C)(C)C)C(=O)OC(C)(C)C)=O)C(=O)OC(C)(C)C)=O)CC1=CC2=CC=CC=C2C=C1)=O tri-tert-butyl (4S,11S,15S)-1-(4-aminophenyl)-4-[(naphthalen-2-yl)methyl]-2,5,13-trioxo-3,6,12,14-tetraazaheptadecane-11,15,17-tricarboxylate